NC1=C(C=C(C=C1)C1=CC=C(C=C1)F)NC(C1=CC=C(C=C1)S(=O)(=N)C=1C=NC=C(C1)C#N)=O N-[2-amino-5-(4-fluorophenyl)phenyl]-4-[(5-cyano-3-pyridyl)sulfonimidoyl]benzamide